(pyridin-2-yl)imidazolidine-2,4-dione N1=C(C=CC=C1)N1C(NC(C1)=O)=O